CC(C)CCCCCC(CCCCCCCC)O 2-methylhexadecan-8-ol